1-(2-(piperidin-1-yl)ethyl)-1H-pyrazole-3-sulfonyl chloride N1(CCCCC1)CCN1N=C(C=C1)S(=O)(=O)Cl